2-cyclopropyl-6-(hydroxymethyl)pyrazolo[1,5-a]pyridine-3-carboxylic acid ethyl ester C(C)OC(=O)C=1C(=NN2C1C=CC(=C2)CO)C2CC2